8-ethyl-7-fluoro-3-(methoxymethoxy)naphthalene-1-ol C(C)C=1C(=CC=C2C=C(C=C(C12)O)OCOC)F